FC(C1=NN=C(S1)N1C(N(C2=C1C=C(C=C2N2CCNCC2)S(=O)(=O)NC2(COC2)CF)CC)=O)F 3-(5-(difluoromethyl)-1,3,4-thiadiazol-2-yl)-1-ethyl-N-(3-(fluoromethyl)oxetan-3-yl)-2-oxo-7-(piperazin-1-yl)-2,3-dihydro-1H-benzo[d]imidazole-5-sulfonamide